CN(C(CCCCCCCC=C)=O)C N,N-Dimethyl-dec-9-en-1-amid